C(#N)C=1C=C(C=CC1F)NC(=O)N1CC=2C(=NN3C2C2=C(CCC3)C=CC=N2)CC1 N-(3-Cyano-4-fluorophenyl)-6,7,10,11-tetrahydro-5H-pyrido[2,3-c]pyrido-[4',3':3,4]pyrazolo[1,5-a]azepine-12(13H)-carboxamide